NC=1C=NC(=CC1C1=C2C=NNC2=CC=C1C)C1=NC(=CC=C1)NC(CC)C1=CC=CC=C1 3-amino-4-(5-methyl-1H-indazol-4-yl)-6-[6-(1-phenylpropylamino)-2-pyridyl]pyridine